6-[(6-bromo-2-pyridinyl)oxymethyl]-5-(3-hydroxypropyl)pyridine-3-carbonitrile BrC1=CC=CC(=N1)OCC1=C(C=C(C=N1)C#N)CCCO